tert-Butyl ((7-bromo-5-iodo-4-oxo-3,4-dihydrophthalazin-1-yl)methyl)carbamate BrC1=CC(=C2C(NN=C(C2=C1)CNC(OC(C)(C)C)=O)=O)I